(S)-4-((2-acetamidoethyl)amino)-N-(2,2'-dichloro-3'-(5-(((2-hydroxyethyl)amino)methyl)picolinamido)-[1,1'-biphenyl]-3-yl)-4,5,6,7-tetrahydropyrazolo[1,5-a]pyridine-2-carboxamide C(C)(=O)NCCN[C@@H]1C=2N(CCC1)N=C(C2)C(=O)NC=2C(=C(C=CC2)C2=C(C(=CC=C2)NC(C2=NC=C(C=C2)CNCCO)=O)Cl)Cl